2-bromo-4-{2-[4-(trifluoromethyl)phenyl]ethyl}-1,3-thiazole BrC=1SC=C(N1)CCC1=CC=C(C=C1)C(F)(F)F